1-hydroxy-6,6,9-trimethyl-3-(2-phenylethyl)-6H,6aH,7H,8H,10aH-benzo[c]isochromene-2-carboxylic acid OC1=C(C(=CC=2OC(C3CCC(=CC3C21)C)(C)C)CCC2=CC=CC=C2)C(=O)O